C1(CC1)C1=NN=C2N1C1=C(C=CC(=C1NC2(C)C)F)C 1-cyclopropyl-6-fluoro-4,4,9-trimethyl-4,5-dihydro-[1,2,4]triazolo[4,3-a]quinoxaline